2,6-diamino-4-tert-butylphenol NC1=C(C(=CC(=C1)C(C)(C)C)N)O